BrC1=CC(=NC=C1)CN1CC(C1)(F)F 4-bromo-2-((3,3-difluoroazetidin-1-yl)methyl)pyridine